[N+](=O)([O-])C=1C(=CC=C(C1)Cl)Cl 3-nitro-2,5-dichlorobenzene